1H-indol-5-yl 2-bromobenzoate BrC1=C(C(=O)OC=2C=C3C=CNC3=CC2)C=CC=C1